NC(CC1=NN=C(S1)S)C 5-(2-aminopropyl)-1,3,4-thiadiazole-2-thiol